3,4-dihydroxybenzeneacetic acid OC=1C=C(C=CC1O)CC(=O)O